OC=1C=2C(N=C(N1)C)=CC(N(C2)C2(CC2)C)=O 4-hydroxy-2-methyl-6-(1-methylcyclopropyl)-6H,7H-pyrido[4,3-d]pyrimidin-7-one